(5R)-4-{(2R)-3-[(2''S)-2'',3''-dihydrodispiro[[1,3]dioxolane-2,1'-cyclohexane-4',1''-inden]-2''-yl]-2-methylpropoxy}-5-methyl-5,6,7,8-tetrahydroquinoline C12([C@H](CC3=CC=CC=C13)C[C@H](COC1=CC=NC=3CCC[C@H](C13)C)C)CCC1(CC2)OCCO1